N1C(CCC1)C1CCN(CC1)C1CC2(C1)CN(CC2)C(=O)[O-] 2-[4-(pyrrolidin-2-yl)piperidin-1-yl]-6-azaspiro[3.4]octane-6-carboxylate